methyl 4-bromo-3-fluoro-5-methoxy-2-(3-(2,2,2-trichloroacetyl)ureido)benzoate BrC1=C(C(=C(C(=O)OC)C=C1OC)NC(=O)NC(C(Cl)(Cl)Cl)=O)F